C(C)C(CCCCOC(C(C(=O)OCCCCC(=C)CC)(CCC)CC=C)=O)=C 2-allyl-2-propyl-malonic acid bis(5-ethyl-5-hexenyl) ester